C(C)(=O)OC[C@]1(OC([C@@H]([C@@H]1OC(C)=O)OC(C)=O)OC(C)=O)COCCOCCOCCO[Si](C(C)C)(C(C)C)C(C)C [(2R,3S,4R)-3,4,5-Triacetoxy-2-[2-[2-(2-triisopropylsilyloxy-ethoxy)-ethoxy]ethoxymethyl]tetrahydrofuran-2-yl]methyl acetate